BrCCOC=1C=C(C(=NC1)C(C)=O)C(F)(F)F 1-[5-(2-bromoethoxy)-3-(trifluoromethyl)pyridin-2-yl]ethan-1-one